5,6-dihydro-1,2,3-oxathiazine-2,2-dioxide O1S(N=CCC1)(=O)=O